BrC1=C(SC=C1)COC=1C=C(C=O)C=CC1 3-[(3-BROMOTHIOPHEN-2-YL)METHOXY]BENZALDEHYDE